FC=1C=C(C=CC1)[C@H](CNC(C[C@H]1CN(CCC1)C(=O)OC(C)(C)C)(C)C)O tert-Butyl (S)-3-(2-(((R)-2-(3-fluorophenyl)-2-hydroxyethyl)amino)-2-methyl-propyl)piperidine-1-carboxylate